ClC1=CC=CC(=N1)OCCCOC1=CC(=NC=C1)C#CC1=CN=C(C2=CN=C(C=C12)N)NC 4-((4-(3-((6-chloropyridin-2-yl)oxy)propoxy)pyridin-2-yl)ethynyl)-N1-methyl-2,7-naphthyridine-1,6-diamine